4-{5-[(R)-(1,3-Dimethyl-azetidin-3-yl)-hydroxy-(4-trifluoromethyl-phenyl)-methyl]-pyridin-3-yl}-2-(6-methyl-pyridin-2-yl)-but-3-yn-2-ol CN1CC(C1)(C)[C@@](C=1C=C(C=NC1)C#CC(C)(O)C1=NC(=CC=C1)C)(C1=CC=C(C=C1)C(F)(F)F)O